3-(2,6-difluoro-3,5-dimethoxyphenyl)-7-(1,3-dimethyl-1H-pyrazol-4-yl)-1-(4-fluorophenyl)-3,4-dihydropyrido[4,3-d]pyrimidin-2(1H)-one FC1=C(C(=C(C=C1OC)OC)F)N1C(N(C2=C(C1)C=NC(=C2)C=2C(=NN(C2)C)C)C2=CC=C(C=C2)F)=O